(2-ethylhexanoyl)-glycerol C(C)C(C(=O)C(O)C(O)CO)CCCC